COC1=CC=C(C=C1)C1=CN=C(N1)C1N(CCCC1)C(C(C)SC)=O 1-(2-(5-(4-methoxyphenyl)-1H-imidazol-2-yl)piperidin-1-yl)-2-(methylthio)propan-1-one